FC(C(=O)O)(F)F.NC=1C(=NC(=CN1)C=1C=NN(C1)C1CCN(CC1)CCOC)C=1C=CC(N(N1)C1=C(C=CC(=C1)OC)C)=O 6-(3-amino-6-(1-(1-(2-methoxyethyl)piperidin-4-yl)-1H-pyrazol-4-yl)pyrazin-2-yl)-2-(5-methoxy-2-methylphenyl)pyridazin-3(2H)-one 2,2,2-trifluoroacetate salt